ClC1=CC=C(CN2CCC(CC2)C=O)C=C1 1-(4-chlorobenzyl)piperidine-4-carbaldehyde